6-(2-ethoxyphenyl)-3-[(2R)-2-ethyl-4-[6-methoxy-2-(trifluoromethyl)pyridine-3-carbonyl]piperazin-1-yl]-N-(1-methylazetidin-3-yl)pyridine-2-carboxamide C(C)OC1=C(C=CC=C1)C1=CC=C(C(=N1)C(=O)NC1CN(C1)C)N1[C@@H](CN(CC1)C(=O)C=1C(=NC(=CC1)OC)C(F)(F)F)CC